5-bromo-2-methyl-3-propyl-pyridine 1-oxide BrC=1C=C(C(=[N+](C1)[O-])C)CCC